[Cl-].C(CCCCCC)N1CN(C=C1)C 1-heptyl-3-methylimidazole chloride salt